FC=1C=C(CC=2C=CC(=NC2)C(=O)NC2=NN(C(CC2)=O)C)C=CC1 5-(3-fluorobenzyl)-N-(1-methyl-6-oxo-1,4,5,6-tetrahydropyridazin-3-yl)pyridineamide